(3R)-1-(6-{1-[({2-[(tert-butoxycarbonyl)amino]pyrazolo[1,5-a]pyrimidin-3-yl}carbonyl)amino]ethyl}-4-chloro-2-{[2-(trimethylsilyl)ethoxy]methyl}-2H-indazol-7-yl)pyrrolidin C(C)(C)(C)OC(=O)NC1=NN2C(N=CC=C2)=C1C(=O)NC(C)C=1C=C(C2=CN(N=C2C1N1CCCC1)COCC[Si](C)(C)C)Cl